1-methyl-5-((S or R)-1-(((R)-((R)-7-(1-methyl-1H-pyrazol-4-yl)-1,2,3,4-tetrahydropyrido[2,3-b]pyrazin-3-yl)(phenyl)methyl)amino)propan-2-yl)pyridin-2(1H)-one CN1C(C=CC(=C1)[C@@H](CN[C@H](C1=CC=CC=C1)[C@H]1CNC2=C(N1)N=CC(=C2)C=2C=NN(C2)C)C)=O |o1:7|